C(CCCCCCCCO)O nonan-1,9-diol